(5-(4-fluoro-6-(2,5-dioxa-8-azaspiro[3.5]nonan-8-yl)-1H-benzo[d]imidazol-2-yl)-1H-pyrrol-3-yl)(2-(trifluoromethyl)phenyl)methanone FC1=CC(=CC=2NC(=NC21)C2=CC(=CN2)C(=O)C2=C(C=CC=C2)C(F)(F)F)N2CCOC1(COC1)C2